FC1=C2C=CNC2=CC(=C1OC=1C=CC(=C(C1)C=1NC(=CN1)[C@@H]1COC2=C(C=CC=C2C1)CC(=O)O)F)F 2-[(3R)-3-[2-[5-[(4,6-difluoro-1H-indol-5-yl)oxy]-2-fluoro-phenyl]-1H-imidazol-5-yl]chroman-8-yl]acetic acid